C(C)N1C(C2=C3C(C(=CC=C13)NS(=O)(=O)C1=CC=C(C(=O)O)C=C1)=CC=C2)=O 4-(N-(1-ethyl-2-oxo-1,2-dihydrobenzo[cd]indol-6-yl)sulfamoyl)benzoic acid